5-phenyl-1,3,4-oxadiazole-2(3H)-thione C1(=CC=CC=C1)C1=NNC(O1)=S